Boc-D,L-Alanine C(=O)(OC(C)(C)C)N[C@@H](C)C(=O)O |r|